5-bromo-3-[(4-fluoro-3-nitrophenyl)amino]-1-methylpyrazin-2-one BrC=1N=C(C(N(C1)C)=O)NC1=CC(=C(C=C1)F)[N+](=O)[O-]